ClC1=C(C=CC=C1)C(C)N1N=CC2=CC(=CC=C12)C(=O)O 1-(1-(2-chlorophenyl)ethyl)-1H-indazole-5-carboxylic acid